CC=1C=C2C=NN(C2=CC1C=1C[C@@H]2[C@@H](CN(C2)C2CCOCC2)C1)C=1C=NN(C1)C 5-methyl-1-(1-methyl-1H-pyrazol-4-yl)-6-((3aR,6aS)-2-(tetrahydro-2H-pyran-4-yl)-1,2,3,3a,4,6a-hexahydrocyclopenta[c]pyrrol-5-yl)-1H-indazole